BrC=1C(=NC(=NC1)NC1=C(C=C(C=C1)N1CCN(CC1)C)C1CC1)NCCCN1C(COCCC1)=O 4-(3-((5-bromo-2-((2-cyclopropyl-4-(4-methylpiperazin-1-yl)phenyl)amino)pyrimidin-4-yl)amino)propyl)-1,4-oxazepan-3-one